ClC1=CC=C(C=C1)C(CO)O 1-(4-chlorophenyl)-1,2-ethylene glycol